[Hg].O Water Mercury